OC=1C=CC=C2C=CC=C(C12)CC(=O)C1=CC=C(C=C1)OC 2-(8-hydroxynaphthalen-1-yl)-1-(4-methoxyphenyl)ethan-1-one